BrC=1C=C(C(=C(C1)F)C(=C)C)OC 5-Bromo-1-fluoro-3-methoxy-2-(1-propen-2-yl)benzene